C(C1=CC=CC=C1)OCC(=O)NN1C=NC=C1C(=O)OC methyl 3-(2-benzyloxy-acetylamino)-3H-imidazole-4-carboxylate